OC=1C=C(C=CC1O)\C=C\C(=O)C1=C(C=C(C=C1O)O)O 3,4,2',4',6'-pentahydroxychalcone